(R)-N-(3-(5-(((1-acetylpiperidin-4-yl)amino)methyl)-3'-chloro-6-methoxy-[2,4'-bipyridin]-2'-yl)-2-methylphenyl)-5-(((2-hydroxypropyl)amino)methyl)-4-methoxypicolinamide C(C)(=O)N1CCC(CC1)NCC=1C=CC(=NC1OC)C1=C(C(=NC=C1)C=1C(=C(C=CC1)NC(C1=NC=C(C(=C1)OC)CNC[C@@H](C)O)=O)C)Cl